ClC1=C(C=NC=C1)C1=CC(=NN1C1CCCC1)C(=O)N[C@H](CC(=O)O)CCN1CC(CCC1)(F)F (3S)-3-{[5-(4-chloropyridin-3-yl)-1-cyclopentyl-1H-pyrazol-3-yl]formamido}-5-(3,3-difluoropiperidin-1-yl)pentanoic acid